2-{(5R)-3-[2-(1-{[3,5-bis(difluoro-methyl)-1H-pyrazol-1-yl] acetyl}piperidin-4-yl)-1,3-thiazol-4-yl]-4,5-dihydro-1,2-oxazol-5-yl}-3-chlorophenyl methanesulfonate CS(=O)(=O)OC1=C(C(=CC=C1)Cl)[C@H]1CC(=NO1)C=1N=C(SC1)C1CCN(CC1)C(CN1N=C(C=C1C(F)F)C(F)F)=O